2-[(2-amino-3-chloro-4-pyridinyl)sulfanyl]-5-[(3S,4S)-4-amino-3-methyl-2-oxa-8-azaspiro[4.5]dec-8-yl]-6-(hydroxymethyl)pyridin-3-ol NC1=NC=CC(=C1Cl)SC1=NC(=C(C=C1O)N1CCC2([C@@H]([C@@H](OC2)C)N)CC1)CO